NC1=CC=C(C=C1)C=1N=C(SC1)N(C(=O)[C@H]1N(CCC1)C(=O)OC(C)(C)C)C tert-butyl (S)-2-((4-(4-aminophenyl)thiazol-2-yl)(methyl)carbamoyl)pyrrolidine-1-carboxylate